C(#C)[C@@]1(N(CCC1)C(=O)OC(C)(C)C)C tert-butyl (2R)-2-ethynyl-2-methylpyrrolidine-1-carboxylate